FCCCC(=O)O fluoropropyl-carboxylic acid